O=C1C2(CC2)CC(O1)CC(=O)O 2-(4-Oxo-5-oxaspiro[2.4]heptan-6-yl)acetic acid